C1=C(C=CC=2C3=CC=C(C=C3CC12)CO)CO 9H-fluorene-2,7-dimethanol